Cl.ClCCN1C(COCC1)C 4-(2-chloroethyl)-3-methylmorpholine hydrochloride